N1=C(N=C(C=2C1=NC=1C(=NC(=NC1N2)O)O)O)O pyrimido[4,5-g]pteridine-2,4,7,9-tetrol